C(C)(C)(C)C(C(=O)O)C=1C=C2CCN(CC2=C(C1)C)C(CNC(\C=C\C1=CC=C(C=C1)C(F)(F)F)=O)=O.C(C)(=O)OCC(COC(C)=O)OCN1C=2N=C(NC(C2N=C1)=O)NC(C)=O 9-(1,3-diacetoxy-2-propoxymethyl)-N2-acetyl-guanine tert-butyl-2-[8-methyl-2-[2-[[(E)-3-[4-(trifluoromethyl)phenyl]prop-2-enoyl]amino]acetyl]-3,4-dihydro-1H-isoquinolin-6-yl]acetate